C(#N)C1=C(C(=NC2=C(C=C(C=C12)F)[C@H](C)NC1=C(C(=O)O)C=CC=C1)C1CCOCC1)C (s)-2-((1-(4-cyano-6-fluoro-3-methyl-2-(tetrahydro-2H-pyran-4-yl)quinolin-8-yl)ethyl)amino)benzoic acid